(4-amino-1-piperidinyl)-N-ethyl-2-oxo-acetamide NC1CCN(CC1)C(C(=O)NCC)=O